Tert-butyl (4-fluorophenyl)(methyl-d3)carbamate FC1=CC=C(C=C1)N(C(OC(C)(C)C)=O)C([2H])([2H])[2H]